CN1CCN(CC1)C=1C=C(C=CC1)NC1=CC=C2C(=N1)NC=C2C=2C=C1C(=NC=NC1=CC2)NC2CCN(CC2)C 6-(6-((3-(4-methylpiperazin-1-yl)phenyl)amino)-1H-pyrrolo[2,3-b]pyridin-3-yl)-N-(1-methylpiperidin-4-yl)quinazolin-4-amine